FC1(CCC(CC1)NC1=NC(=CC(=C1)CNC(C)=O)C=1SC=C(N1)CF)F N-((2-((4,4-difluorocyclohexyl)amino)-6-(4-(fluoromethyl)thiazol-2-yl)pyridin-4-yl)methyl)acetamide